methyl {4-[5-(trifluoromethyl)-1,2,4-oxadiazol-3-yl]phenyl}carbamate FC(C1=NC(=NO1)C1=CC=C(C=C1)NC(OC)=O)(F)F